C(C)(C)(C)OC(=O)N1CCN(CC1)C1CC(C1)CC1=CC=CC=2N(C(N(C21)C)=O)C2C(N(C(CC2)=O)CC2=CC=C(C=C2)OC)=O 4-[3-[[1-[1-[(4-methoxyphenyl)methyl]-2,6-dioxo-3-piperidinyl]-3-methyl-2-oxo-benzimidazol-4-yl]methyl]cyclobutyl]piperazine-1-carboxylic acid tert-butyl ester